C(=O)(O)[Co](C(=O)O)(C(=O)O)(C(=O)O)(C(=O)O)(C(=O)O)(C(=O)O)C(=O)O octacarboxyl-cobalt